(6-bromo-8-ethoxyimidazo[1,2-a]pyrazin-2-yl)((3S,4S)-4-(3,4-dihydroisoquinolin-2(1H)-yl)-3-hydroxypiperidin-1-yl)methanone TFA salt OC(=O)C(F)(F)F.BrC=1N=C(C=2N(C1)C=C(N2)C(=O)N2C[C@@H]([C@H](CC2)N2CC1=CC=CC=C1CC2)O)OCC